ClC1=C(C=NC=C1)C(=O)[O-] 4-chloropyridine-3-carboxylate